magnesium urea NC(=O)N.[Mg]